[6-(3-cyclopropyl-1H-1,2,4-triazol-5-yl)-2-azaspiro[3.3]heptan-2-yl]-[6-[[3-[1-(trifluoromethyl)cyclopropyl]-1,2,4-triazol-1-yl]methyl]-2-azaspiro[3.3]heptan-2-yl]methanone C1(CC1)C1=NNC(=N1)C1CC2(CN(C2)C(=O)N2CC3(C2)CC(C3)CN3N=C(N=C3)C3(CC3)C(F)(F)F)C1